(6-(4-(6-methylpyridin-2-yl)-1-((2-(trimethylsilyl)ethoxy)methyl)-1H-imidazol-5-yl)-1,5-naphthyridin-3-yl)boronic acid CC1=CC=CC(=N1)C=1N=CN(C1C=1N=C2C=C(C=NC2=CC1)B(O)O)COCC[Si](C)(C)C